COC(C1=C(C=CC(=C1)NC(=O)C1(CC1)C1=C(C=C(C=C1)F)F)C=1C=NC(=CC1)C(CC)(F)F)=O.C(=O)(OC(C)(C)C)N1C(CCC1)CCO Boc-2-(2-hydroxyethyl)pyrrolidine Methyl-5-({[1-(2,4-difluoro-phenyl)cyclopropyl]carbonyl}amino)-2-[6-(1,1-difluoro-propyl)pyridin-3-yl]benzoate